2-chloro-4-(trifluoromethyl)benzoyl chloride ClC1=C(C(=O)Cl)C=CC(=C1)C(F)(F)F